2-[4-amino-2-(4,4-difluoropiperidin-1-yl)phenyl]-(1,1-dioxo-1,4-thiazinan-4-yl)methanone NC1=CC(=C(C=C1)C1S(CCN(C1)C=O)(=O)=O)N1CCC(CC1)(F)F